methyl (S)-2-((4-methoxyphenyl)amino)-3,3-dimethylpent-4-enoate COC1=CC=C(C=C1)N[C@H](C(=O)OC)C(C=C)(C)C